N-{6-methoxy-1-methylpyrazolo[4,3-c]pyridin-7-yl}-6-(4,4,4-trifluoro-3-oxobutanoyl)pyridine-3-sulfonamide COC1=C(C2=C(C=N1)C=NN2C)NS(=O)(=O)C=2C=NC(=CC2)C(CC(C(F)(F)F)=O)=O